C1(CC1)N(C1=NC(=NC=2N1N=CC2C#N)S(=O)(=O)C)CC2=CC=C(C=C2)OC 4-(cyclopropyl-(4-methoxybenzyl)amino)-2-(methylsulfonyl)pyrazolo[1,5-a][1,3,5]triazine-8-carbonitrile